C(CCC)C1CC(CCC1)NC(=O)CC(CC(=O)NC1CC(CCC1)CCCC)C(=O)NC1CC(CCC1)CCCC 1,2,3-propanetricarboxylic acid tris(3-n-butylcyclohexylamide)